Bicyclo[1.1.1]pentan-1-yl(4-((4-methoxypyridin-3-yl)(4-(trifluoromethyl)phenyl)amino)piperidin-1-yl)methanone C12(CC(C1)C2)C(=O)N2CCC(CC2)N(C2=CC=C(C=C2)C(F)(F)F)C=2C=NC=CC2OC